ClC=1C(=CC2=C(N(C=N2)C2COC2)C1)C#CC1=NN(C(=C1C(=O)N)NC)[C@@H]1CN([C@H](C1)COC)C(C=C)=O 3-{2-[6-Chloro-1-(oxetan-3-yl)-1,3-benzodiazol-5-yl]ethynyl}-1-[(3S,5R)-5-(methoxymethyl)-1-(prop-2-enoyl)pyrrolidin-3-yl]-5-(methylamino)pyrazole-4-carboxamide